methyl (2S,5R)-5-(2-(benzyloxy)-2-oxoethyl)pyrrolidine-2-carboxylate hydrochloride Cl.C(C1=CC=CC=C1)OC(C[C@H]1CC[C@H](N1)C(=O)OC)=O